N1(CCOCC1)C(=O)[O-] morpholineAt